NC=1C=NC=C(C(=O)O)C1 5-AMINONICOTINIC ACID